COC(N(C1CCN(CC1)C=1C(=CC2=C(C(C=3NC4=CC(=CC=C4C3C2=O)Br)(C)C)C1)C#N)C(C)(C)C)=O Tert-butyl-(1-(3-bromo-9-cyano-6,6-dimethyl-11-oxo-6,11-dihydro-5H-benzo[b]carbazol-8-yl)piperidin-4-yl)carbamic acid methyl ester